C(CC)P(C1CCCCC1)(CCC)=O dipropylcyclohexyl-phosphorus oxide